6-(1-ethyl-5-methyl-1H-1,2,4-triazol-3-yl)-8-(2-fluorobenzyl)imidazo[1,2-a]pyrazine C(C)N1N=C(N=C1C)C=1N=C(C=2N(C1)C=CN2)CC2=C(C=CC=C2)F